COC(CC[C@@H]1C(N[C@@H](C1)C)=O)OC (S)-1,1-dimethoxy-3-((3S,5R)-5-methyl-2-oxopyrrolidin-3-yl)propan